FC(C1=NN=C(O1)C1=CC=2N(C=C1)C=C(N2)CN(C(=O)N2CCN(CC2)C2=NC=CC=N2)C2=CC=CC=C2)F N-((7-(5-(difluoromethyl)-1,3,4-oxadiazol-2-yl)imidazo[1,2-a]pyridin-2-yl)methyl)-N-phenyl-4-(pyrimidin-2-yl)piperazine-1-carboxamide